(R)-(5-Bromo-2-((1-(5-(methylamino)nicotinoyl)piperidin-3-yl)amino)-3-nitrophenyl)(3,6-dihydropyridin-1(2H)-yl)methanone BrC=1C=C(C(=C(C1)C(=O)N1CCC=CC1)N[C@H]1CN(CCC1)C(C1=CN=CC(=C1)NC)=O)[N+](=O)[O-]